(S)-3-((3-aminopyridin-4-yl)oxy)-2-((tert-butoxycarbonyl)amino)propionic acid NC=1C=NC=CC1OC[C@@H](C(=O)O)NC(=O)OC(C)(C)C